O=C1NC(CCC1N1C(C2=CC=C(C=C2C1)C(=O)N[C@@H](C1(CC1)O)C1=CC=C(C=C1)F)=O)=O 2-(2,6-dioxopiperidin-3-yl)-N-((R)-(4-fluorophenyl)(1-hydroxycyclopropyl)methyl)-1-oxoisoindoline-5-carboxamide